5-bromo-2-tert-butyl-pyridine BrC=1C=CC(=NC1)C(C)(C)C